((2S,3R,4R)-4-(4-Methylbenzyl)-2-(3,4,5-trimethoxyphenyl)tetrahydrofuran-3-yl)methylcyclopentanecarboxylate CC1=CC=C(C[C@@H]2[C@@H]([C@H](OC2)C2=CC(=C(C(=C2)OC)OC)OC)COC(=O)C2CCCC2)C=C1